C1(CC1)CCN(C1=C2CN(C(C2=CC=C1)=O)C1C(NC(CC1)=O)=O)C1CCC(CC1)N(CCC(F)(F)F)C 3-(4-((2-cyclopropylethyl)((1s,4s)-4-(methyl(3,3,3-trifluoropropyl)amino)cyclohexyl)amino)-1-oxoisoindolin-2-yl)piperidine-2,6-dione